(R)-1-(4-(4-((1-(3-(difluoromethyl)-2-fluorophenyl)ethyl)amino)quinolin-6-yl)-4-hydroxypiperidin-1-yl)ethan-1-one FC(C=1C(=C(C=CC1)[C@@H](C)NC1=CC=NC2=CC=C(C=C12)C1(CCN(CC1)C(C)=O)O)F)F